tert-Butyl (2-(8-chloro-9-(4,4,5,5-tetramethyl-1,3,2-dioxaborolan-2-yl)-5,6-dihydro-4H-[1,4]oxazepino[5,6,7-de]quinazolin-4-yl)ethyl)(methyl)carbamate ClC1=C2C=3C(=NC=NC3C=C1B1OC(C(O1)(C)C)(C)C)N(CCO2)CCN(C(OC(C)(C)C)=O)C